C(C)(=O)OC(CC)OC 1-methoxylpropanol acetate